C(=O)(O)CN(CC(=O)O)CCN(CCN(CCN(CC)CC(=O)O)CC(=O)O)CC(=O)O 3,6,9,12-tetrakis(carboxymethyl)-3,6,9,12-tetraazatetradecanoic acid